tert-butyl 4-(3-cyano-6,7-dimethoxyquinolin-4-yl)-1,4-diazepane-1-carboxylate C(#N)C=1C=NC2=CC(=C(C=C2C1N1CCN(CCC1)C(=O)OC(C)(C)C)OC)OC